3-thiazol-2-ylimidazol tert-butyl-2-(((Z)-3-((5-(tert-butyl)-1H-imidazol-4-yl)methylene)-6-((Z)-2,5-difluorobenzylidene)-2,5-dioxopiperazin-1-yl)methyl)acrylate C(C)(C)(C)C=C(C(=O)O)CN\1C(/C(/NC(/C1=C/C1=C(C=CC(=C1)F)F)=O)=C/C=1N=CNC1C(C)(C)C)=O.S1C(=NC=C1)N1C=NC=C1